1-(4-chlorophenyl)naphthalene-2-amine ClC1=CC=C(C=C1)C1=C(C=CC2=CC=CC=C12)N